BrC=1C=C2C(=CNC2=CC1F)C(=O)O 5-bromo-6-fluoro-1H-indole-3-carboxylic acid